CC(C)C1=NOC(=N1)C1=NN2C(=NC=3C=CC=CC3C2=N1)NC=1C(N=CC=CC1)=O (3R)-3-({2-[3-(propan-2-yl)-1,2,4-oxadiazol-5-yl][1,2,4]triazolo[1,5-c]quinazolin-5-yl}amino)azepin-2-one